FC(C1=NNC(=N1)C(F)(F)F)(F)F 3,5-bis(trifluoromethyl)-1,2,4-triazole